N[C@@H]1CN(CCC1)C1=NC2=C(N1[C@@H]1CCC3=CC(=CC=C13)C#N)C=CC=C2 (R)-1-(2-((S)-3-aminopiperidin-1-yl)-1H-benzo[d]imidazol-1-yl)-2,3-dihydro-1H-indene-5-carbonitrile